3β,7β,12β-trihydroxycholanoic acid O[C@@H]1CC2C[C@@H]([C@H]3[C@@H]4CC[C@H]([C@@H](CCC(=O)O)C)[C@]4([C@@H](C[C@@H]3[C@]2(CC1)C)O)C)O